(R)-6-(2-((5-chloro-2-(4-(trifluoromethyl)phenyl)-1H-imidazol-1-yl)methyl)phenoxy)-3-methylhexanoic acid ClC1=CN=C(N1CC1=C(OCCC[C@H](CC(=O)O)C)C=CC=C1)C1=CC=C(C=C1)C(F)(F)F